3-bromo-4-fluoro-2-methylbenzoic acid methyl ester COC(C1=C(C(=C(C=C1)F)Br)C)=O